(R)-N-(8'-(azetidin-1-yl)-4'H-spiro[cyclopropane-1,5'-naphtho[2,1-d]isoxazol]-3'-yl)-4-(3-(difluoromethyl)morpholine-4-carbonyl)-2,6-dimethoxybenzenesulfonamide N1(CCC1)C1=CC=C2C3(CC=4C(=NOC4C2=C1)NS(=O)(=O)C1=C(C=C(C=C1OC)C(=O)N1[C@H](COCC1)C(F)F)OC)CC3